N[C@@H]1CN(CC[C@H]1F)C1=NC2=C(N1CC(=O)N(CC(F)(F)F)C)C=C(C(=C2)F)F 2-(2-((3R,4R)-3-Amino-4-fluoropiperidin-1-yl)-5,6-difluoro-1H-benzo[d]imidazol-1-yl)-N-methyl-N-(2,2,2-trifluoroethyl)acetamid